6-Chloro-3-[1-hydroxyl-(3-methyl-isoxazol-5-yl)-methylidene]-5-[4-(1-methyl-piperidin-4-yl)-phenyl]-1,3-dihydro-indol-2-one, hydrochloride Cl.ClC1=C(C=C2C(C(NC2=C1)=O)=C(O)C1=CC(=NO1)C)C1=CC=C(C=C1)C1CCN(CC1)C